C(CCCCCCCC=C)(=O)OCC Ethyl 9-decenoate